(S)-4-(3-amino-5-fluoropyridin-2-yl)-N-(5-chloro-6-(2H-1,2,3-triazol-2-yl)pyridin-3-yl)-2-fluoro-5-(1-methoxyethyl)benzamide NC=1C(=NC=C(C1)F)C1=CC(=C(C(=O)NC=2C=NC(=C(C2)Cl)N2N=CC=N2)C=C1[C@H](C)OC)F